C(#N)C1=CC(=CC=2N=C(OC21)C=2C(=C(C=CC2)C2=C(C(=CC=C2)NC=2N=CC=C1C=C(C=NC21)CN2C[C@@H](CC2)O)C)C)CN2C1CCC(C2)C1 2-((7-Cyano-2-(3'-(3-(((R)-3-hydroxypyrrolidin-1-yl)methyl)-1,7-naphthyridin-8-ylamino)-2,2'-dimethylbiphenyl-3-yl)benzo[d]oxazol-5-yl)methyl)-2-azabicyclo[2.2.1]heptan